CC(C[C@H](NC([C@H](CC1=CC=CC=C1)NC(=O)C1=NC=CN=C1)=O)B1OC([C@H](O1)[C@H](C(=O)OC)NC)=O)C methyl (R)-2-((R)-2-((R)-3-methyl-1-((S)-3-phenyl-2-(pyrazine-2-carboxamido)propanamido) butyl)-5-oxo-1,3,2-dioxaborolan-4-yl)-2-(methylamino)acetate